C1(CC1)C1=C(C(=C2C(=N1)SC(=N2)C)C2=CC=C(C=C2)F)/C=C/[C@H](C[C@H](CC(=O)O)O)O (3R,5S,E)-7-(5-cyclopropyl-7-(4-fluorophenyl)-2-methylthiazolo[5,4-b]pyridin-6-yl)-3,5-dihydroxyhept-6-enoic acid